[6-(3-cyclopropyl-1H-1,2,4-triazol-5-yl)-2-azaspiro[3.3]heptan-2-yl]-[6-[[5-(trifluoromethyl)-1H-1,2,4-triazol-3-yl]methyl]-2-azaspiro[3.3]heptan-2-yl]methanone C1(CC1)C1=NNC(=N1)C1CC2(CN(C2)C(=O)N2CC3(C2)CC(C3)CC3=NNC(=N3)C(F)(F)F)C1